4-((7-cyanoquinolin-4-yl)amino)-N-(4-(pyridin-4-ylamino)phenyl)benzamide C(#N)C1=CC=C2C(=CC=NC2=C1)NC1=CC=C(C(=O)NC2=CC=C(C=C2)NC2=CC=NC=C2)C=C1